N-[6-(7-methyl-spiro[2H-benzofuran-3,1'-cyclopropan]-4-yl)oxy-3-pyridinyl]-3-nitro-pyridin-2-amine CC1=CC=C(C2=C1OCC21CC1)OC1=CC=C(C=N1)NC1=NC=CC=C1[N+](=O)[O-]